3-(5-(chloromethyl)-1-oxoisoindolin-2-yl)piperidine-2,6-dione ClCC=1C=C2CN(C(C2=CC1)=O)C1C(NC(CC1)=O)=O